dipropylene glycol diformate C(=O)OC(C)COC(C)COC=O